C(C)(C)(C)OC(=O)CCCCCC(CC)C(=O)OCC1=CC=CC=C1 octane-3,8-dicarboxylic acid 3-benzyl 8-tert-butyl ester